1-((1R,2R,4R,5R)-4-(hydroxymethyl)-3,6-dioxabicyclo[3.1.0]hexan-2-yl)pyrimidine OC[C@H]1O[C@H]([C@@H]2O[C@H]12)N1CN=CC=C1